(S)-2-((7-(4-fluorobenzyl)-2-methyl-2,3-dihydro-1H-pyrido[2,3-b][1,4]oxazin-6-yl)amino)ethan-1-ol FC1=CC=C(CC2=CC3=C(OC[C@@H](N3)C)N=C2NCCO)C=C1